(21-cyclobutyl-1-oxo-1-((2,4,5-trihydroxy-6-(hydroxymethyl)tetrahydro-2H-pyran-3-yl)amino)-4,7,10,13-tetraoxa-16,17-dithiahenicosan-21-ylidene)triaz-1-yn-2-ium chloride [Cl-].C1(CCC1)C(CCCSSCCOCCOCCOCCOCCC(NC1C(OC(C(C1O)O)CO)O)=O)=N[N+]#N